3,5-dihydroxyl-6-methyl-2H-4(3H)-pyrone OC1COC(=C(C1=O)O)C